OCC1CCC(CC1)C=1OC2=C(N1)C=C(C(=C2)NC(=O)C=2N=C(OC2)C)C(=O)OC methyl 2-[4-(hydroxymethyl)cyclohexyl]-6-[(2-methyloxazole-4-carbonyl) amino]-1,3-benzoxazole-5-carboxylate